CNC(=O)C1=CC2=C(N(C(=N2)C2=NC=CC=C2)[C@H]2C[C@H](CCC2)NC([O-])=O)C=C1 (cis-3-(5-(methylcarbamoyl)-2-(pyridin-2-yl)-1H-benzo[d]imidazol-1-yl)cyclohexyl)carbamate